NC1=CC=C(N=N1)C1CCN(CC1)C(=O)OCCCC Butyl 4-(6-aminopyridazin-3-yl)piperidine-1-carboxylate